Octahydro-1H-4,7-methanoinden C1CCC2C3CCC(C12)C3